(2-METHYL-2,3-DIHYDRO-1-BENZOFURAN-5-YL)BORANEDIOL CC1OC2=C(C1)C=C(C=C2)B(O)O